tert-butyl (4R)-4-(1-methoxycyclopropyl)-2,2-dimethyl-1,3-oxazolidine-3-carboxylate COC1(CC1)[C@@H]1N(C(OC1)(C)C)C(=O)OC(C)(C)C